[Ce].[Nb].[Fe] iron-niobium-cerium